C(C)(C)C1=CN=C2N1C=C(N=C2N2[C@H](CC2)C)C=2C=NN(C2)C2CN(C2)C 3-isopropyl-8-[(2S)-2-methylazetidin-1-yl]-6-[1-(1-methylazetidin-3-yl)pyrazol-4-yl]imidazo[1,2-a]pyrazine